4-(2,4-difluorophenoxy)-6-methoxy-1H-indole FC1=C(OC2=C3C=CNC3=CC(=C2)OC)C=CC(=C1)F